1,6-Naphthdiol C1(=CC=CC2=CC(=CC=C12)O)O